2,4,6-trifluorophenylazide FC1=C(C(=CC(=C1)F)F)N=[N+]=[N-]